The molecule is a chondramide that is chondramide A in which the hydrogen at position 2 of the indole moiety has been replaced by a chlorine. It is produced by strains of the myxobacterium, Chondromyces crocatus. It has a role as a bacterial metabolite and an antineoplastic agent. It is a chondramide, an organochlorine compound, a member of indoles and a member of phenols. It derives from a chondramide A. C[C@H]1C/C(=C/[C@H]([C@H](OC(=O)[C@H]([C@@H](NC(=O)[C@H](N(C(=O)[C@@H](NC1=O)C)C)CC2=C(NC3=CC=CC=C32)Cl)C4=CC=C(C=C4)O)OC)C)C)/C